(3R)-3-amino-8-fluoro-7-[5-(1-methyl-1-methylsulfonyl-ethyl)-1,2,4-oxadiazol-3-yl]-1,1-dioxo-5-[[4-(trifluoromethoxy)phenyl]methyl]-2,3-dihydro-1λ6,5-benzothiazepine-4-One N[C@H]1CS(C2=C(N(C1=O)CC1=CC=C(C=C1)OC(F)(F)F)C=C(C(=C2)F)C2=NOC(=N2)C(C)(S(=O)(=O)C)C)(=O)=O